tert-butyl (R)-3-(2-fluoro-4-(methyl (4-methylpyrimidin-2-yl)amino)-N-(8-methylisoquinolin-1-yl)benzamido)piperidine-1-carboxylate FC1=C(C(=O)N(C2=NC=CC3=CC=CC(=C23)C)[C@H]2CN(CCC2)C(=O)OC(C)(C)C)C=CC(=C1)N(C1=NC=CC(=N1)C)C